(R)-N-((1R,2R)-3-(azetidin-1-yl)-1-(8-fluoro-2,3-dihydrobenzo[b][1,4]dioxin-6-yl)-1-hydroxypropan-2-yl)-1-(4-chlorophenyl)pyrrolidine-3-carboxamide N1(CCC1)C[C@H]([C@H](O)C1=CC2=C(OCCO2)C(=C1)F)NC(=O)[C@H]1CN(CC1)C1=CC=C(C=C1)Cl